NC1=NC(=C(C=C1C=1C=C2C=CNC(C2=C(C1)F)=O)C1=CC=C(C=C1)N1CCN(CC1)[C@H](C)C1CC1)F (R)-6-(2-amino-5-(4-(4-(1-cyclopropylethyl)piperazin-1-yl)phenyl)-6-fluoropyridin-3-yl)-8-fluoroisoquinolin-1(2H)-one